[N+](=O)([O-])C1=CC=C(C=C1)C(C#CCC1=CC=CC=C1)=O 1-(4-nitrophenyl)-4-phenylbut-2-yn-1-one